FC=1C=C(CNCC(OC)OC)C=C(C1)OC N-(3-Fluoro-5-methoxybenzyl)-2,2-dimethoxyethan-1-amine